FC(C1NC(NC1)=O)(F)F 4-(trifluoromethyl)imidazolidin-2-one